1-(3-chloro-4-methylphenyl)-3-((5-(2,6-dioxopiperidin-3-yl)-4-oxo-5,6-dihydro-4H-thieno[3,4-c]pyrrol-1-yl)methyl)urea ClC=1C=C(C=CC1C)NC(=O)NCC=1SC=C2C1CN(C2=O)C2C(NC(CC2)=O)=O